C(C)(C)C1=CC=C(C(=O)NC2CC3=CC(N(N=C3CC2)CC2CCOCC2)=O)C=C1 4-isopropyl-N-(3-oxo-2-((tetrahydro-2H-pyran-4-yl)methyl)-2,3,5,6,7,8-hexahydrocinnolin-6-yl)benzamide